S(=O)(=O)(OCCCCCCCCCCCC)OO lauryl hydroxyl sulfate